C(#N)C1=CC=C(C=C1)C1=C2C(=CN=C1)N(C=C2)S(=O)(=O)C2=CC=C(C#N)C=C2 4-((4-(4-Cyanophenyl)-1H-pyrrolo[2,3-c]pyridin-1-yl)sulfonyl)benzonitrile